C1C[C@@H](N[C@H]1C2=CC=CC=C2)C3=CC=CC=C3 (2R,5R)-diphenylpyrrolidine